CN1N=CC=C1C=1C=NC=2CCNCC2C1 3-(1-methyl-1H-pyrazol-5-yl)-5,6,7,8-tetrahydro-1,6-naphthyridine